C1=C(C=CC2=CC=CC=C12)C(C)N1CCC(CC1)N(S(=O)(=O)C)CC(=O)NCC(NCC#C)=O 2-(N-(1-(1-(naphthalen-2-yl)ethyl)piperidin-4-yl)methylsulfonamido)-N-(2-oxo-2-(prop-2-yn-1-ylamino)ethyl)acetamide